CC1=C(C=C2C(=N1)CN(C2=O)CCNC2=NC=CC1=CC=C(C=C21)C2=NOC(=N2)C)C(=O)OCC ethyl 2-methyl-6-(2-{[7-(5-methyl-1,2,4-oxadiazol-3-yl) isoquinolin-1-yl] amino} ethyl)-5-oxo-5H,6H,7H-pyrrolo[3,4-b]pyridine-3-carboxylate